C(C)(C)(C)C1=CC(=NC=C1)N1C2=CC=CC=C2C=2C(=CC(=CC12)O)C(F)(F)F 9-(4-(tert-butyl)pyridin-2-yl)-4-(trifluoromethyl)-9H-carbazol-2-ol